5-fluoro-3-[3-(3-fluoro-5-methylphenyl)-4-(3-{[(propan-2-yl)amino]methyl}azetidin-1-yl)quinolin-6-yl]-2-hydroxybenzonitrile FC=1C=C(C(=C(C#N)C1)O)C=1C=C2C(=C(C=NC2=CC1)C1=CC(=CC(=C1)C)F)N1CC(C1)CNC(C)C